C1(CC1)C1=C(C=C(C=C1)[C@@H](NC(=O)[C@H]1N(C[C@@H](C1)F)C(CN1C(N(CC1)C)=O)=O)C1=CC=CC=C1)F (2S,4R)-N-[(S)-(4-cyclopropyl-3-fluorophenyl)(phenyl)methyl]-4-fluoro-1-[2-(3-methyl-2-oxoimidazolidin-1-yl)acetyl]pyrrolidine-2-carboxamide